bromo-tris-pyrrolidinophosphonium hexafluorophosphate F[P-](F)(F)(F)(F)F.Br[P+](N1CCCC1)(N1CCCC1)N1CCCC1